1-((5-(1-(2,6-dichlorophenyl)azetidin-3-yl)-3-methylpyridin-2-yl)methyl)-piperidine-4-carboxylic acid ClC1=C(C(=CC=C1)Cl)N1CC(C1)C=1C=C(C(=NC1)CN1CCC(CC1)C(=O)O)C